[O-]S(=O)(=O)C(F)(F)F.C(CCCCCCC)[NH+]1CC(CC1)CCC 1-Octyl-3-propylpyrrolidinium triflate